C1(CC1)[C@@H](C(=O)N[C@H]1C2=C(CN3N(C1=O)CCC3)C=CC=C2)CC(=O)NC2=CC(=NN2C)C(NC(C)C)=O (S)-2-Cyclopropyl-N4-(3-(isopropylcarbamoyl)-1-methyl-1H-pyrazol-5-yl)-N1-((S)-11-oxo-2,3,10,11-tetrahydro-1H,5H-benzo[d]pyrazolo[1,2-a][1,2]diazepin-10-yl)succinamide